phosphocyanide P(=O)(=O)C#N